4-(3,4-difluorophenyl)-N-(5-hydroxypyridin-2-yl)-1,4-diazacycloheptane-1-carboxamide FC=1C=C(C=CC1F)N1CCN(CCC1)C(=O)NC1=NC=C(C=C1)O